4H-thiopyrano[4,3-d]-pyrimidin-4-one N=1C=NC(C=2C1C=CSC2)=O